NC1=NC2=C(C3=CN=CC=C13)C=C(C=C2)C(=O)N(C2COC1=NC(=CC=C12)C(F)(F)F)C1=NN(C=C1)C 5-amino-N-(1-methyl-1H-pyrazol-3-yl)-N-(6-(trifluoromethyl)-2,3-dihydrofuro[2,3-b]pyridin-3-yl)benzo[c][2,6]naphthyridin-9-carboxamide